chromen-5-carbaldehyde O1CC=CC=2C(=CC=CC12)C=O